FC(C(=O)O)(CC1=C(C(=NC=C1)F)F)F α,α,2,3-tetrafluoro-4-pyridinepropanoic acid